1-(6-chloro-4-isopropylquinolin-3-yl)cyclopentane-1-ol ClC=1C=C2C(=C(C=NC2=CC1)C1(CCCC1)O)C(C)C